7-(difluoromethyl)-6-(3,5-difluorophenoxy)-2,2-difluorobenzo[b]thiophen-3(2H)-one 1-oxide FC(C1=C(C=CC2=C1S(C(C2=O)(F)F)=O)OC2=CC(=CC(=C2)F)F)F